C(C)N1C=NC(=C1)CNC=1C=C(C(=O)OC)C=CC1[N+](=O)[O-] methyl 3-(((1-ethyl-1H-imidazol-4-yl) methyl) amino)-4-nitrobenzoate